OC(CN1N=C(C(=C1)NC(=O)C=1N=C(SC1)C=1C=NNC1)C1=NC=CC=C1)(C)C N-(1-(2-hydroxy-2-methylpropyl)-3-(pyridin-2-yl)-1H-pyrazol-4-yl)-2-(1H-pyrazol-4-yl)thiazole-4-carboxamide